(3-{[(2S)-1-(but-2-ynoyl)pyrrolidin-2-yl]methoxy}pyridin-4-yl)-3-[(3-chloro-2-methoxyphenyl)amino]-1H,5H,6H,7H-pyrrolo[3,2-c]pyridin-4-one C(C#CC)(=O)N1[C@@H](CCC1)COC=1C=NC=CC1N1C=C(C=2C(NCCC21)=O)NC2=C(C(=CC=C2)Cl)OC